1-[3-[2-(8-chloro-4-oxo-chromen-2-yl)-5-(trifluoromethyl)phenoxy]propyl]pyrrolidine-3-carboxylic acid ClC=1C=CC=C2C(C=C(OC12)C1=C(OCCCN2CC(CC2)C(=O)O)C=C(C=C1)C(F)(F)F)=O